N-(1-aminopropan-2-yl)-5-(4-(trifluoromethyl)phenoxy)-2-naphthamide NCC(C)NC(=O)C1=CC2=CC=CC(=C2C=C1)OC1=CC=C(C=C1)C(F)(F)F